CC=1C=C(C=NC1)NC(OC(C)(C)C)=O tert-Butyl 5-methylpyridin-3-ylcarbamate